6-chloro-4-methylpyridazin-3-yl triflate O(S(=O)(=O)C(F)(F)F)C=1N=NC(=CC1C)Cl